NC1=CC2=C(OCCN(S2(=O)=O)C2=CC=CC=C2)C=C1 8-amino-2-phenyl-3,4-dihydro-2H-benzo[b][1,4,5]oxathiazepine-1,1-dioxide